3,4-diamino-5-chlorobenzoic acid methyl ester COC(C1=CC(=C(C(=C1)Cl)N)N)=O